1-amino-5-bromo-2-((triethylsilyl)ethynyl)pyridine NN1C(C=CC(=C1)Br)C#C[Si](CC)(CC)CC